Bis(2-oxo-3-oxazolidinyl)phosphinic chloride O=C1OCCN1P(=O)(N1C(OCC1)=O)Cl